C(=O)C=1[Se]C=CC1 2-formyl-selenophene